4-(cyclohexylmethyl)-resorcinol C1(CCCCC1)CC1=C(C=C(O)C=C1)O